2-methyl-5,6a,7,7a-tetrahydrospiro[cyclopropa[h]quinazoline-6,2'-[1,3]dioxolan]-4(3H)-one CC1=NC=2C3C(C3)C3(OCCO3)CC2C(N1)=O